OCC(CCO)CCCO 3-(Hydroxymethyl)-hexan-1,6-diol